C(C)C1CCN(CC1)C(C(=O)N[C@@H](C(=O)NCC1=CC=C(C=C1)O)CCCNC(=N)N)C1=CC=CC=C1 (2R)-2-(2-(4-ethylpiperidin-1-yl)-2-phenylacetamido)-5-guanidino-N-(4-hydroxybenzyl)pentanamide